N-(4-chlorobenzyl)-7-((1-((2-methyl-1-oxopropan-2-yl)sulfonyl)cyclopropyl)methyl)-8-oxo-5,6,7,8-tetrahydroimidazo[1,5-a]pyrazine-3-carboxamide ClC1=CC=C(CNC(=O)C2=NC=C3N2CCN(C3=O)CC3(CC3)S(=O)(=O)C(C=O)(C)C)C=C1